C1(=CC=CC=C1)C1=CC(C1)C1=CC=CC=C1 phenyl-(3-phenylcyclobutene)